C(C1=CC=CC=C1)(=O)OC(=O)[C@](O)([C@@](O)([C@](O)([C@H](O)C(O)OC(C1=CC=CC=C1)=O)OC(C1=CC=CC=C1)=O)OC(C1=CC=CC=C1)=O)OC(C1=CC=CC=C1)=O 1,2,3,4,6-pentabenzoyl-oxyglucose